[Ca].[Sr].[Al] aluminum-strontium-calcium